ClC1=CN(C=2N=C(N=CC21)NC=2C(=NN(C2C)C2CCN(CC2)S(=O)(=O)C)C)CC 5-chloro-N-(3,5-dimethyl-1-(1-(methylsulfonyl)piperidin-4-yl)-1H-pyrazol-4-yl)-7-ethyl-7H-pyrrolo[2,3-d]pyrimidin-2-amine